(2R,4R)-6-chloro-4-hydroxy-N-(3-{4-[1-(2,2,2-trifluoroethyl)piperidin-4-yl]-1H-pyrazol-1-yl}bicyclo[1.1.1]pentan-1-yl)-3,4-dihydro-2H-1-benzopyran-2-carboxamide ClC=1C=CC2=C([C@@H](C[C@@H](O2)C(=O)NC23CC(C2)(C3)N3N=CC(=C3)C3CCN(CC3)CC(F)(F)F)O)C1